C(C)(C)(C)OC(=O)NC(C(=O)O)CC=1C=C(C=CC1)C 2-((tert-butoxycarbonyl)amino)-3-(m-tolyl)propanoic acid